FC(S(=O)(=O)[O-])(F)F.FC(/C=C/[S+](C1=CC=CC=C1)C1=CC=CC=C1)F (E)-(3,3-difluoroprop-1-en-1-yl)diphenylsulfonium trifluoromethanesulfonate